OC(C(=O)OC)C methyl 2-hydroxy-propionate